1-(2-((tetrahydro-2H-pyran-2-yl)oxy)ethyl)-4-(4,4,5,5-tetramethyl-1,3,2-dioxaborolan-2-yl)-1,2,3,6-tetrahydropyridine O1C(CCCC1)OCCN1CCC(=CC1)B1OC(C(O1)(C)C)(C)C